CC1=CNC2=NC=C(C(=C21)C)C(=O)OC methyl 3,4-dimethyl-1H-pyrrolo[2,3-b]pyridine-5-carboxylate